FC(OC1=CC=C(C=C1)C1=CN=C2N1C=CN=C2NC2=CC(=C(C(=O)NC)C=C2)I)F 4-((3-(4-(di-fluoromethoxy)phenyl)imidazo[1,2-a]pyrazin-8-yl)amino)-2-iodo-N-methylbenzamide